COC1=CC=2N=CN=C(C2N=C1O[C@H](C)C=1OC(=NN1)C)C=1C(=NN(C1)C)C1=CC=CC=C1 (R)-2-(1-((7-methoxy-4-(1-methyl-3-phenyl-1H-pyrazol-4-yl)pyrido[3,2-d]pyrimidin-6-yl)oxy)ethyl)-5-methyl-1,3,4-oxadiazole